ClC=1C=CC(=C(C(=O)O)C1)I 5-chloro-2-iodo-benzoic acid